C(C)(C)(C)N1N=C(C=C1NC=1N=NC=CC1)[C@@H]1C[C@@H](CC1)O (1R,3S)-3-[1-tert-butyl-5-(pyridazin-3-ylamino)pyrazol-3-yl]cyclopentanol